FC(CCCCCCCCCCCCCCCCCCCO)(F)F 20,20,20-trifluoroicosan-1-ol